3-(2-aminoethyl)-3-hydroxypyrrolidine-1-carboxylic acid tert-butyl ester C(C)(C)(C)OC(=O)N1CC(CC1)(O)CCN